C(C)N1C(NC2=C(C(=CC=3C2=C1N=NC3C)CO)F)=O 9-ethyl-6-fluoro-5-(hydroxymethyl)-3-methyl-7H-pyridazino[3,4,5-de]quinazolin-8(9H)-one